D-N-sulfoglucosamine S(=O)(=O)(O)N[C@H]1C(O)O[C@@H]([C@H]([C@@H]1O)O)CO